(Z)-3-fluoro-4-((3-fluoroquinolin-8-yl)sulfonyl)but-2-en-1-amine dihydrochloride Cl.Cl.F\C(=C/CN)\CS(=O)(=O)C=1C=CC=C2C=C(C=NC12)F